(2R)-tert-Butyl 4-(1-(4-fluorophenyl)-1H-indazol-5-yl)-4-hydroxy-2-methylpiperidine-1-carboxylate FC1=CC=C(C=C1)N1N=CC2=CC(=CC=C12)C1(C[C@H](N(CC1)C(=O)OC(C)(C)C)C)O